N-isopropyl-2,4,7-trimethyloct-6-en-1-imine oxide C(C)(C)[N+](=CC(CC(CC=C(C)C)C)C)[O-]